FC(SC1=CC=C(CSC2=CC=C(N)C=C2)C=C1)(F)F 4-((4-((trifluoromethyl)thio)benzyl)thio)aniline